ClC=1C=CC(=C(C(=O)N[C@H](C(C(=O)NC2CC2)=O)C[C@H]2C(NCCC2)=O)C1)NC(CCC(F)(F)F)=O 5-chloro-N-[(1S)-3-(cyclopropylamino)-2,3-dioxo-1-[[(3S)-2-oxo-3-piperidyl]methyl]propyl]-2-(4,4,4-trifluorobutanoylamino)benzamide